2-{3-[(1R)-1-{[6-(1,1-dioxo-3,6-dihydro-2H-1λ6-thiopyran-4-yl)-8-methyl-7-oxo-7H,8H-pyrido[2,3-d]pyrimidin-4-yl]amino}ethyl]phenyl}-2,2-difluoroacetonitrile O=S1(CCC(=CC1)C1=CC2=C(N=CN=C2N[C@H](C)C=2C=C(C=CC2)C(C#N)(F)F)N(C1=O)C)=O